6,6'-(4-(4-hydroxybutyl)piperazine-2,6-diyl)dihexanoic acid OCCCCN1CC(NC(C1)CCCCCC(=O)O)CCCCCC(=O)O